(S,E)-N-(4-((4-([1,2,4]triazolo[1,5-a]pyridin-7-yloxy)-2-methoxy-5-methylphenyl)amino)-7-methoxyquinazolin-6-yl)-3-(1-methylpyrrolidin-2-yl)acrylamide N=1C=NN2C1C=C(C=C2)OC2=CC(=C(C=C2C)NC2=NC=NC1=CC(=C(C=C21)NC(\C=C\[C@H]2N(CCC2)C)=O)OC)OC